diethylene glycol bis(2-propylheptanoate) C(CC)C(C(=O)OCCOCCOC(C(CCCCC)CCC)=O)CCCCC